CC1(OC2=CC=CC=C2CC1)C 2,2-dimethylchroman